N-((2-(5-(3-hydroxypropoxy)pyridin-2-yl)thiazol-5-yl)methyl)-11-oxo-10,11-dihydrodibenzo[b,f][1,4]thiazepine-8-carboxamide 5,5-dioxide OCCCOC=1C=CC(=NC1)C=1SC(=CN1)CNC(=O)C1=CC2=C(S(C3=C(C(N2)=O)C=CC=C3)(=O)=O)C=C1